COC1=CC=C(C=C1)C(C2=CC=CC=C2)(C3=CC=C(C=C3)OC)OC[C@@H]4[C@H](C[C@@H](O4)N5C=CC(=NC5=O)NC(=O)C6=CC=CC=C6)O N4-Benzoyl-5'-O-(4,4'-dimethoxytrityl)-2'-deoxycytidine